pyrazino[2,3-c]pyridazin N1=NC=CC2=C1N=CC=N2